(2S,5S)-1-(7,8-dichloro-4-(1H-imidazol-1-yl)quinolin-2-yl)-5-(2-hydroxyethyl)pyrrolidine-2-formic acid ClC1=CC=C2C(=CC(=NC2=C1Cl)N1[C@@H](CC[C@H]1CCO)C(=O)O)N1C=NC=C1